11-(5,22-dioxo-4,23-dioxahentriacont-1-yl)-2-methyl-9-oxo-2,8-diaza-5,10-dioxatetradecan-14-yl 18-(octyloxy)-18-oxooctadecanoate C(CCCCCCC)OC(CCCCCCCCCCCCCCCCC(=O)OCCCC(OC(NCCOCCN(C)C)=O)CCCOC(CCCCCCCCCCCCCCCCC(OCCCCCCCC)=O)=O)=O